CN(C)CC1=CC=C2CCNCC2=C1 N,N-dimethyl-1-(1,2,3,4-tetrahydroisoquinolin-7-yl)methylamine